3,3-bis(tert-butylperoxy)butanoic acid C(C)(C)(C)OOC(CC(=O)O)(C)OOC(C)(C)C